8-hydroxy-5-(2-(isopropylamino)butyryl)quinolin-2(1H)-one OC=1C=CC(=C2C=CC(NC12)=O)C(C(CC)NC(C)C)=O